6-(prop-1-yn-1-yl)nicotinate C(#CC)C1=NC=C(C(=O)[O-])C=C1